saccharine hydrochloride salt Cl.S1(=O)(=O)NC(=O)C2=CC=CC=C12